C(OC1=C2C=CC(OC2=CC(=C1)CCCCC)(CCC=C(C)C)C)(=O)Cl 2-methyl-2-(4-methylpent-3-en-1-yl)-7-pentyl-2H-chromen-5-yl carbonochloridate